C(C=C)(=O)NC=1C(=CC(=C(C1)NC1=NC=C(C(=N1)NC1=C(C=CC=C1)C1=NN(C=C1)C)C(=O)OC1CC1)OC)N(C)CCN(C)C Cyclopropyl 2-((5-acrylamido-4-((2-(dimethylamino)ethyl)(methyl)amino)-2-methoxyphenyl)amino)-4-((2-(1-methyl-1H-pyrazol-3-yl)phenyl)amino)pyrimidin-5-carboxylate